(4aR,8aS)-6-(3-methyl-4-(((5-methyl-6-(trifluoromethyl)pyridin-3-yl)oxy)methyl)piperidine-1-carbonyl)hexahydro-2H-pyrido[4,3-b][1,4]oxazin-3(4H)-one CC1CN(CCC1COC=1C=NC(=C(C1)C)C(F)(F)F)C(=O)N1C[C@@H]2[C@@H](OCC(N2)=O)CC1